(4-(5-(trifluoromethyl)pyrimidin-2-yl)piperazin-1-yl)methanone FC(C=1C=NC(=NC1)N1CCN(CC1)C=O)(F)F